1-ethyl-propylene C(C)C=CC